CN(CC(=O)C1=C(C(=CC=C1)[N+](=O)[O-])OCC(F)(F)F)C 2-(dimethylamino)-1-(3-nitro-2-(2,2,2-trifluoroethoxy)phenyl)ethan-1-one